CC1=NNC=C1C(=O)N1C[C@H](CC1)C(=O)NC1=CC(=C(C(=C1)F)F)F (S)-1-(3-methyl-1H-pyrazole-4-carbonyl)-N-(3,4,5-trifluorophenyl)pyrrolidine-3-carboxamide